NC=1C2=C(N=CN1)N(C=C2C2=CN=C(C=1N2C=CN1)NC(=O)NC1=NOC(=C1)C1(CC1)C(F)(F)F)C1CC1 1-(5-(4-AMINO-7-CYCLOPROPYL-7H-PYRROLO[2,3-D]PYRIMIDIN-5-YL)IMIDAZO[1,2-A]PYRAZIN-8-YL)-3-(5-(1-(TRIFLUOROMETHYL)CYCLOPROPYL)ISOXAZOL-3-YL)UREA